(S)-4-(1-(1-methyl-3-((4-(trifluoromethyl)phenyl)amino)-1H-indole-2-carboxamido)ethyl)Benzoic acid CN1C(=C(C2=CC=CC=C12)NC1=CC=C(C=C1)C(F)(F)F)C(=O)N[C@@H](C)C1=CC=C(C(=O)O)C=C1